(M)-2-[4-[4-(aminomethyl)-1-oxo-2H-phthalazin-6-yl]-2-methyl-pyrazol-3-yl]-6-(cyclopropoxy)-3-fluoro-5-methoxy-benzonitrile NCC1=NNC(C2=CC=C(C=C12)C1=C(N(N=C1)C)C1=C(C#N)C(=C(C=C1F)OC)OC1CC1)=O